N1(N=NC=C1)CC1=CC=C(C=C1)NC=1N=CC2=C(N1)CNCC2 N-{4-[(1H-1,2,3-triazol-1-yl)methyl]phenyl}-5H,6H,7H,8H-pyrido[3,4-d]pyrimidin-2-amine